(R)-N-(1-benzyl-3-phenylpyrrolidin-3-yl)-4-(trifluoromethoxy)benzenesulfonamide Methyl-[(7-(benzyloxy)-5-(phenoxy)-[1,2,4]triazolo[1,5-a]pyridine-8-carbonyl)amino]acetate COC(CNC(=O)C=1C=2N(C(=CC1OCC1=CC=CC=C1)OC1=CC=CC=C1)N=CN2)=O.C(C2=CC=CC=C2)N2C[C@@](CC2)(C2=CC=CC=C2)NS(=O)(=O)C2=CC=C(C=C2)OC(F)(F)F